3-butylheptyl 6-bromohexanoate BrCCCCCC(=O)OCCC(CCCC)CCCC